NC1=NC(=C(C=2N1C(N(N2)C[C@@H]2NCCOC2)=O)C2=CC(=NC(=C2)C)C)C2=CC=CC=C2 5-amino-8-(2,6-dimethyl-4-pyridinyl)-2-[[(3S)-morpholin-3-yl]methyl]-7-phenyl-[1,2,4]triazolo[4,3-c]pyrimidin-3-one